Mercuric perchlorate hydrate O.Cl(=O)(=O)(=O)[O-].[Hg+2].Cl(=O)(=O)(=O)[O-]